1-(hydroxymethyl)-N-methyl-N-(pyrazin-2-yl)cyclopropane-1-sulfonamide OCC1(CC1)S(=O)(=O)N(C1=NC=CN=C1)C